6-(6-(difluoromethyl)imidazo[1,2-a]pyridin-3-yl)-N-((3R,4S)-4-methylpyrrolidin-3-yl)pyridin-2-amine FC(C=1C=CC=2N(C1)C(=CN2)C2=CC=CC(=N2)N[C@H]2CNC[C@@H]2C)F